N-(3-methoxypropyl)-3-({4-[({2-[methyl(methylsulfonyl)-amino]pyridin-3-yl}methyl)amino]-5-(trifluoromethyl)pyrimidin-2-yl}amino)benzamide COCCCNC(C1=CC(=CC=C1)NC1=NC=C(C(=N1)NCC=1C(=NC=CC1)N(S(=O)(=O)C)C)C(F)(F)F)=O